CC=1C(NC(N([C@H]2[C@H](O)[C@H](O)[C@@H](CO)O2)C1)=O)=O 5-methyl-Uridine